CC=1C=C(C=CC1)C1=C(C(=O)OCC)C(=CC(=N1)C1=CC=CC=C1)C1=CC=CC=C1 ethyl 2-(3-methylphenyl)-4,6-diphenylnicotinate